C1(CC1)CN1C(=NC2=C(C1=O)C=C(C=N2)F)[C@H](CCC)N2CCN[C@@H](CC2)C 3-(cyclopropylmethyl)-6-fluoro-2-((S)-1-((R)-5-methyl-1,4-diazepan-1-yl)butyl)pyrido[2,3-d]pyrimidin-4(3H)-one